C(\C=C/CCCC)OC(CCCCCCCCCCC(CCCCCCCCC)CCN(C)C)=O 12-(2-(dimethylamino)ethyl)heneicosanoic acid (Z)-hept-2-en-1-yl ester